FC(C1=CC=C(CN2C(CN(CC2)CC2=CC=C(OC(C(=O)O)(C)C)C=C2)CC)C=C1)(F)F 2-(4-((4-(4-(trifluoromethyl)benzyl)-3-ethylpiperazin-1-yl)methyl)phenoxy)-2-methylpropanoic acid